tert-butyl 1-(2-(7-(tert-butoxycarbonyl)-4,7-diazaspiro[2.5]octan-4-yl)ethyl)-6-chloro-3-(3-(naphthalen-1-yloxy)propyl)-7-(1,3,5-trimethyl-1H-pyrazol-4-yl)-1H-indole-2-carboxylate C(C)(C)(C)OC(=O)N1CCN(C2(CC2)C1)CCN1C(=C(C2=CC=C(C(=C12)C=1C(=NN(C1C)C)C)Cl)CCCOC1=CC=CC2=CC=CC=C12)C(=O)OC(C)(C)C